[C@H]12CN(C[C@H](CC1)N2)C=2C1=C(N=C(N2)OCC23CCC(CC2)(CC3)F)C(=C(N=C1)C1=CC(=CC3=CC=C(C(=C13)C#C)F)O)F 4-(4-((1r,5s)-3,8-diazabicyclo[3.2.1]oct-3-yl)-8-fluoro-2-((4-fluorobicyclo[2.2.2]oct-1-yl)methoxy)pyrido[4,3-d]pyrimidin-7-yl)-5-ethynyl-6-fluoronaphthalen-2-ol